4-((5-chloro-6-(cyclopropylamino)pyrimidin-4-yl)-3-fluorophenyl)-1-phenyl-5-(trifluoromethyl)-1H-pyrazole-4-carboxamide ClC=1C(=NC=NC1NC1CC1)C1=C(C=CC=C1F)C1(C=NN(C1C(F)(F)F)C1=CC=CC=C1)C(=O)N